FC(COCCCCCCNCC(O)C1=C2C=CC(NC2=C(C=C1)O)=O)(C1=CC=CC=C1)F 5-(2-{[6-(2,2-difluoro-2-phenylethoxy)hexyl]Amino}-1-hydroxy-Ethyl)-8-hydroxyquinolin-2(1H)-one